C1CC12CCN(CC2)C2=C(N)C=CC(=C2)Br 2-{6-azaspiro[2.5]oct-6-yl}-4-bromoaniline